IC=1N(C=2C=CC=C(C2C1C)NC1CCN(CC1)C)CC(F)(F)F 2-iodo-3-methyl-N-(1-methylpiperidin-4-yl)-1-(2,2,2-trifluoroethyl)-1H-indol-4-amine